(5S,7R,8R,9S,10R)-7-(((tert-butyldimethylsilyl)oxy)methyl)-1,6-dioxaspiro[4.5]decan-8,9,10-triol [Si](C)(C)(C(C)(C)C)OC[C@H]1O[C@@]2(CCCO2)[C@@H]([C@H]([C@H]1O)O)O